2-acryloyloxyethyl-2-hydroxyethyl methacrylate C(C(=C)C)(=O)OCC(O)CCOC(C=C)=O